The molecule is a tryptophan derivative that is tryptophan in which the hydrogen at position 6 of the indole ring has been replaced by a chlorine. It is a tryptophan derivative, a non-proteinogenic alpha-amino acid and an organochlorine compound. C1=CC2=C(C=C1Cl)NC=C2CC(C(=O)O)N